C(C)(=O)OC[C@@H]1O[C@H](CCC1)C1=NC=CC(=C1)C(F)(F)F (2R,3R,4R,5S,6R)-2-(acetoxymethyl)-6-(4-(trifluoromethyl)pyridine-2-yl)tetrahydro-2H-pyran